CC=1C=C(C=CC1O)C(CCCCCCCCCCC)C1=CC(=C(C=C1)O)C 1,1-bis(3-methyl-4-hydroxyphenyl)dodecane